OC1=C(C=C(C=C1)[N+](=O)[O-])C(C(=O)N)CCC (2-hydroxy-5-nitrophenyl)pentanamide